2-cyclohexylalanine C1(CCCCC1)[C@](N)(C)C(=O)O